FC=1C(=C(C=C(C1)C(F)(F)F)NC(N(C1CC2(CN(C2)C(=O)C2=C3N(N=C2)C=CN3C)C1)C)=O)C 3-(3-fluoro-2-methyl-5-(trifluoromethyl)phenyl)-1-methyl-1-(2-(1-methyl-1H-imidazo[1,2-b]pyrazole-7-carbonyl)-2-azaspiro[3.3]heptan-6-yl)urea